BrC=1C(=NC(=C(C1)[N+](=O)[O-])C#N)N1[C@H](CN(CC1)C(=O)OC(C)(C)C)CO tert-butyl (R)-4-(3-bromo-6-cyano-5-nitropyridin-2-yl)-3-(hydroxymethyl)piperazine-1-carboxylate